undeca-2,3-dien-1-ol C(C=C=CCCCCCCC)O